C(C1=CC=CC=C1)NC([C@H](CCCNC(CF)=N)NC(=O)C1=C(C2=CC=C(C=C2C=C1)N(C)C)OC)=O (S)-N-(1-(Benzylamino)-5-(2-fluoroacetimidamido)-1-oxopentan-2-yl)-6-(dimethylamino)-1-methoxy-2-naphthamide